4-{[3-(1-aminoethyl)phenyl]amino}-2-[(6-fluoro-2-methyl-1,2,3,4-tetrahydroisoquinolin-7-yl)amino]pyrimidine-5-carboxamide NC(C)C=1C=C(C=CC1)NC1=NC(=NC=C1C(=O)N)NC1=C(C=C2CCN(CC2=C1)C)F